(1s,4s)-2'-bromo-4-[(3-chloro-4-fluorophenyl)(trifluoroacetyl)amino]-6'-ethoxyspiro[cyclohexane-1,1'-indene]-4-carboxylic acid methyl ester COC(=O)C1(CCC2(C(=CC3=CC=C(C=C23)OCC)Br)CC1)N(C(C(F)(F)F)=O)C1=CC(=C(C=C1)F)Cl